C1(CCCCC1)CC(OC(CO)CO)C 2-(2-cyclohexyl-1-methylethoxy)-1,3-propanediol